4-[2,6-difluoro-4-(7-methoxyindol-1-yl)phenoxy]butyric acid FC1=C(OCCCC(=O)O)C(=CC(=C1)N1C=CC2=CC=CC(=C12)OC)F